di-n-propyl (cyclopentylmethylene)malonate C1(CCCC1)C=C(C(=O)OCCC)C(=O)OCCC